ClC=1C=C2CC(COC2=CC1)C(=O)C1=NN(C2=CC(=CC=C12)C=1C(=NNC1)OC)CCN(C)C (6-chlorochroman-3-yl)(1-(2-(dimethylamino)ethyl)-6-(3-methoxy-1H-pyrazol-4-yl)-1H-indazol-3-yl)methanone